3-((4-(3,5-dichloro-2-(((6S)-6-methylmorpholin-2-yl)methyl)phenyl)pyrrolo[2,1-f][1,2,4]triazin-6-yl)methyl)-1-methylpyrimidine-2,4(1H,3H)-dione ClC=1C(=C(C=C(C1)Cl)C1=NC=NN2C1=CC(=C2)CN2C(N(C=CC2=O)C)=O)CC2CNC[C@@H](O2)C